1-butyl-3-methyl-imidazolium tert-Butyl-(2R,4R)-3,3-difluoro-2-(hydroxymethyl)-4-{(methanesulfonyl)[(4-methoxyphenyl)methyl]amino}pyrrolidine-1-carboxylate C(C)(C)(C)OC(=O)N1[C@@H](C([C@@H](C1)N(CC1=CC=C(C=C1)OC)S(=O)(=O)C)(F)F)CO.C(CCC)N1C=[N+](C=C1)C